3-(4-bromo-3-fluorophenyl)-1-(tetrahydro-2H-pyran-2-yl)-1H-pyrazole BrC1=C(C=C(C=C1)C1=NN(C=C1)C1OCCCC1)F